2-aminocaproic acid cyclohexyl ester C1(CCCCC1)OC(C(CCCC)N)=O